7-methyl-octane-2,6-dione CC(C(CCCC(C)=O)=O)C